N1CCC(CC1)OC1CCN(CC1)C(=O)OCC1=CC=CC=C1 Benzyl 4-(4-piperidyloxy)piperidine-1-carboxylate